ClC=1C=C2C(=CN=C(C2=CN1)N1[C@@H](CC1)CO)C(C)C (S)-(1-(6-chloro-4-isopropyl-2,7-naphthyridin-1-yl)azetidin-2-yl)methanol